N1(CCCCCC1)C=1N=C(C2=C(C=NNC2=O)N1)NC1=CC=C(C=C1)N1CCC(CC1)F 2-(Azepan-1-yl)-4-((4-(4-fluoropiperidin-1-yl)phenyl)amino)pyrimido[4,5-d]pyridazin-5(6H)-on